ClCC(=O)C(NOC(NOC(NOC(NOC)CC1=CC=C(C=C1)O)C(C)C)C)CC 13-(2-chloroacetyl)-4-(4-hydroxybenzyl)-7-isopropyl-10-methyl-2,5,8,11-tetraoxa-3,6,9,12-tetraazapentadecane